(2S)-2-(benzylamino)-3-[tert-butyl(diphenyl)silyl]oxy-propan-1-ol C(C1=CC=CC=C1)N[C@@H](CO)CO[Si](C1=CC=CC=C1)(C1=CC=CC=C1)C(C)(C)C